benzenehexaformic acid C1(=C(C(=C(C(=C1C(=O)O)C(=O)O)C(=O)O)C(=O)O)C(=O)O)C(=O)O